COC=1C=C2C(=C3C(=NC2=CC1OC)CCCCC3)N[C@H]3CN(CCC3)CCC#N 3-[(3R)-3-({2,3-dimethoxy-6H,7H,8H,9H,10H-cyclohepta[b]quinolin-11-yl}amino)piperidin-1-yl]propanenitrile